FC=1C=C(C=2C=NN(C2C1)C)N 6-fluoro-1-methyl-1H-indazol-4-amine